2-bromo-5,6-dihydro-4H-pyrrolo[3,4-d]thiazole hydrobromide Br.BrC=1SC2=C(N1)CNC2